NC=1C=C2C=CC=C(C2=CC1)S(=O)(=O)N 6-amino-1-naphthalenesulfonamide